C1=NC=CC=2CCNCC12 6,8-dihydro-5H-2,7-naphthyridine